[(3-{5-[(5-Methoxypyridin-2-yl)methoxy]-1,3-benzoxazol-2-yl}phenyl)methyl](methyl)amine COC=1C=CC(=NC1)COC=1C=CC2=C(N=C(O2)C=2C=C(C=CC2)CNC)C1